7-Bromo-2-[4-chloro-2-(trifluoromethoxy)phenyl][1,2,4]triazolo[1,5-c]quinazolin-5(6H)-one BrC1=CC=CC=2C=3N(C(NC12)=O)N=C(N3)C3=C(C=C(C=C3)Cl)OC(F)(F)F